C(C)N1C(C(N(CC1)C(=O)NC(C(=O)N[C@@H]1B(OC2=C(C1)C=CC=C2C(=O)O)O)C2=CC(=C(C=C2)P(=O)(O)O)O)=O)=O (3R)-3-(2-(4-ethyl-2,3-dioxopiperazine-1-carboxamido)-2-(3-hydroxy-4-phosphonophenyl)acetamido)-2-hydroxy-3,4-dihydro-2H-benzo[e][1,2]oxaborinine-8-carboxylic acid